C1(CC1)S(=O)(=O)N1CC[C@@H]2N(C([C@H](C1)NC(OC(C)(C)C)=O)=O)[C@@H](CC2)C(NCC2=CC=C(C=C2)F)=O tert-butyl ((5S,8S,10aR)-3-(cyclopropylsulfonyl)-8-((4-fluorobenzyl)carbamoyl)-6-oxodecahydropyrrolo[1,2-a][1,5]diazocin-5-yl)carbamate